FC(C1CN(CCN1CC(=O)NC1=C(C=CC=C1)C(=O)OC)C(=O)OCC1=CC=CC=C1)F benzyl 3-(difluoromethyl)-4-(2-((2-(methoxycarbonyl)phenyl)amino)-2-oxoethyl)piperazine-1-carboxylate